BrC=1C=C2C(=C(N1)C(=O)[O-])OC(=C2)C#N 5-bromo-2-cyanofuro[2,3-c]pyridine-7-carboxylate